B(F)(F)F.FC=1C=CC(=C(C(=O)NC[K])C1)OC[2H] (((5-fluoro-2-(methoxy-d)benzoyl)amino)methyl)potassium trifluoroborate